N-decylcyclohexane-1,3-diamine C(CCCCCCCCC)NC1CC(CCC1)N